ClC1=NC2=CC(=C(C=C2C(=N1)N[C@H](C)C=1C=C(C=CC1)NC=1C=C2CNCC2=CC1)OC)OC (R)-5-((3-(1-((2-chloro-6,7-dimethoxyquinazolin-4-yl)amino)ethyl)phenyl)amino)isoindolin